C1(CC1)C#CC=1N=NC(=CC1[C@H]1[C@@H](C1)C(F)F)C=1C(=NC(=NC1)OC)OC (2-cyclopropylethynyl)-4-[(1R,2R)-2-(difluoromethyl)cyclopropyl]-6-(2,4-dimethoxypyrimidin-5-yl)pyridazine